3-chloro-2-iodo-5H-pyrrolo[1,2-a]imidazol-7(6H)-one ClC1=C(N=C2N1CCC2=O)I